3-(8-(2-chloro-4-phenoxybenzoyl)-3-oxo-3,6-dihydropyrazolo[3,4-d]Pyrrolo[2,3-b]Pyridin-2(1H)-yl)cyclopentane-1-carboxylic acid ClC1=C(C(=O)C2=CNC3=NC=C4C(=C32)NN(C4=O)C4CC(CC4)C(=O)O)C=CC(=C1)OC1=CC=CC=C1